(S,E)-N-(1-cyclopropyl-3-(methylsulfonyl)allyl)-4-phenoxy-2-(trifluoromethyl)pyrimidine-5-carboxamide C1(CC1)[C@@H](\C=C\S(=O)(=O)C)NC(=O)C=1C(=NC(=NC1)C(F)(F)F)OC1=CC=CC=C1